2-(2-hydroxy-5-methylbenzyl)benzotriazole 7-Hydroxy-4-azaspiro[2.5]Octane-4-carboxylate OC1CCN(C2(CC2)C1)C(=O)O.OC1=C(CN2N=C3C(=N2)C=CC=C3)C=C(C=C1)C